C(#N)C=1C=C(C=CC1)CS(=O)(=O)NC1=C(C(=C(C=C1)OC1=NC=CC=C1C1=NC(=NC=C1)N[C@@H]1CNCCC1)F)F (S)-1-(3-cyanophenyl)-N-(2,3-difluoro-4-((3-(2-(piperidin-3-ylamino)pyrimidin-4-yl)pyridin-2-yl)oxy)phenyl)methanesulfonamide